Ethyl 6-((1-((1-(tert-butoxy)-2-methyl-1-oxopropan-2-yl)sulfonyl)cyclopropyl)methyl)-1-methyl-7-oxo-4,5,6,7-tetrahydro-1H-pyrazolo[3,4-c]pyridine-3-carboxylate C(C)(C)(C)OC(C(C)(C)S(=O)(=O)C1(CC1)CN1C(C2=C(CC1)C(=NN2C)C(=O)OCC)=O)=O